FC1=CC=C(C=C1)C(CN1N=CC(=C1)CNC1=NC=2N([C@H](C(NC2C(=N1)C)=O)C)C)=O (7S)-2-[[1-[2-(4-fluorophenyl)-2-oxo-ethyl]pyrazol-4-yl]methylamino]-4,7,8-trimethyl-5,7-dihydropteridin-6-one